C(C)C=1C(=NC=C(C1)C=1C=CC=C2C=CC(=NC12)N1CCCC1)N Ethyl-5-(2-(pyrrolidin-1-yl)quinolin-8-yl)pyridin-2-amine